4-amino-3,5-dimethylbenzonitrile NC1=C(C=C(C#N)C=C1C)C